bromo-3-chloro-5,5-dimethylhydantoin BrN1C(=O)N(C(=O)C1(C)C)Cl